methyl (R)-1-methyl-1,2,4,5-tetrahydrobenzo[4,5]imidazo[1,2-d][1,4]oxazepine-9-carboxylate C[C@@H]1COCCC=2N1C1=C(N2)C=CC(=C1)C(=O)OC